C(C#C)OCC#CC 1-(2-propyn-1-yloxy)-2-butyn